(R)-2,2-difluoro-N-((2-((1-(2-(5-fluoroisoindolin-2-yl)-3,6-dimethyl-4-oxo-3,4-dihydroquinazolin-8-yl)ethyl)amino)phenyl)sulfonyl)acetamide FC(C(=O)NS(=O)(=O)C1=C(C=CC=C1)N[C@H](C)C=1C=C(C=C2C(N(C(=NC12)N1CC2=CC=C(C=C2C1)F)C)=O)C)F